(7,8-difluoro-3-hydroxy-1-naphthyl)trifluoromethanesulfonate FC1=CC=C2C=C(C=C(C2=C1F)OS(=O)(=O)C(F)(F)F)O